OCC1=CC(=C2CN(C(C2=C1)=O)C1C(NC(CC1)=O)=O)OC 3-(6-(hydroxymethyl)-4-methoxy-1-oxoisoindolin-2-yl)piperidine-2,6-dione